ClC1=C(C=C(C(=O)NCC=2C=C3CCCN(C3=CC2)C(CC(C)C)=O)C=C1)F 4-Chloro-3-fluoro-N-{[1-(3-methylbutanoyl)-1,2,3,4-tetrahydrochinolin-6-yl]methyl}benzamid